C(C)C(C)(CC(CC)(C1=CC=C(C=C1)F)CCNCC1=CC=C(C=C1)OC)OC {2-[2-ethyl-4-(4-fluorophenyl)-2-methyloxyhexan-4-yl]ethyl}[(4-methoxyphenyl)methyl]amine